ClC1=NC=C(C(=N1)Cl)Cl 49-E-2,4,5-trichloropyrimidine